OC1=C(C=C(C=C1)C)N1N=C2C(=N1)C=CC=C2 2-(hydroxy-5-methylphenyl)-2H-benzotriazole